(S)-(-)-2-bromopropionic acid C[C@@H](C(=O)O)Br